(2-chloro-1,3-oxazol-4-yl)(difluoro)acetic acid ClC=1OC=C(N1)C(C(=O)O)(F)F